FC=1C=2N(C=C(C1)C1=CNC=3N=C(N=CC31)N[C@H](C(F)(F)F)C)C(=CN2)C (S)-5-(8-fluoro-3-methylimidazo[1,2-a]pyridin-6-yl)-N-(1,1,1-trifluoropropan-2-yl)-7H-pyrrolo[2,3-d]pyrimidin-2-amine